C(#N)C1=NN(C(=C1)C)C1=C(C=CC(=N1)N(C=1N=NC(=CC1C(=O)NC)C)C1=CC2=C(N=CN2)C=C1)OC(F)F 3-[[-]-[6-(3-cyano-5-methyl-pyrazol-1-yl)-5-(difluoromethoxy)-2-pyridyl]benzimidazol-5-yl-amino]-N,6-dimethyl-pyridazine-4-carboxamide